N1=CN=CC2=C1CN(C2)C#N 5,7-dihydro-6H-pyrrolo[3,4-d]pyrimidine-6-carbonitrile